ON([C@H](C(=O)N(C)CC1=CC=C(C=C1)OC)C)C1=CC=CC=C1 (S)-2-(hydroxy(phenyl)amino)-N-(4-methoxybenzyl)-N-methylpropanamide